calcium glycerylthiocyanate C(C(O)CO)SC#N.[Ca]